N1(C=NC=C1)C1=CC=CC(=N1)C(=O)NC=1C=CC(=NC1)C(=O)OC methyl 5-[6-(1H-imidazol-1-yl)pyridine-2-amido]pyridine-2-carboxylate